C(C)C=1C(NC=2N(C1)N=C(C2)CN2CC(C2)N(C=2C=CC(=NC2C)C(=O)NC)C)=O 5-((1-((6-ethyl-5-oxo-4,5-dihydropyrazolo[1,5-a]pyrimidin-2-yl)methyl)azetidin-3-yl)(methyl)amino)-N,6-dimethylpicolinamide